C(#N)C[C@@H](C1=CC=C(C=C1)S(=O)(=O)C)NC(C1=CC=C(C=C1)N1[C@@H](C[C@@H](C1)OC1=CC=C(C=C1)C(F)(F)F)COC(F)F)=O N-((S)-2-cyano-1-(4-(methylsulfonyl)phenyl)ethyl)-4-((2S,4S)-2-((difluoromethoxy)methyl)-4-(4-(trifluoromethyl)phenoxy)pyrrolidin-1-yl)benzamide